C(C)(C)(C)OC(=O)\N=C/1\N(C(CC(N1)(CC)CC)=O)[C@@H]1CCCC=2C=CC(=CC12)C(=O)OC methyl (R,E)-8-(2-((tert-butoxycarbonyl) imino)-4,4-diethyl-6-oxotetrahydropyrimidin-1(2H)-yl)-5,6,7,8-tetrahydronaphthalene-2-carboxylate